C(OC=1C(=NC=CC1OC)C(N[C@H](C(=O)N[C@H](C(C1=CC=C(C=C1)OCC)C1=CC=C(C=C1)OCC)C)[C@H](CC)C)=O)(OCC)=O 2-(((2S,3S)-1-(((S)-1,1-bis(4-ethoxyphenyl)propan-2-yl)amino)-3-methyl-1-oxopentan-2-yl)carbamoyl)-4-methoxypyridin-3-yl ethyl carbonate